tert-butyl 3-(4-((1-(6-(1-(4-cyano-3-(trifluoromethyl)phenyl)piperidine-4-carboxamido)pyridin-3-yl)piperidin-4-yl)methyl) Piperazin-1-yl)azetidine-1-carboxylate C(#N)C1=C(C=C(C=C1)N1CCC(CC1)C(=O)NC1=CC=C(C=N1)N1CCC(CC1)CN1CCN(CC1)C1CN(C1)C(=O)OC(C)(C)C)C(F)(F)F